3-(4-(3-amino-3-methylbut-1-en-1-yl)-1-oxoisoindolin-2-yl)piperidine-2,6-dione NC(C=CC1=C2CN(C(C2=CC=C1)=O)C1C(NC(CC1)=O)=O)(C)C